2-(4-Methylphenyl)-4-phenyl-5-methylimidazole CC1=CC=C(C=C1)C=1NC(=C(N1)C1=CC=CC=C1)C